Oleoyl-L-tyrosine methyl ester COC([C@@H](NC(CCCCCCC\C=C/CCCCCCCC)=O)CC1=CC=C(C=C1)O)=O